6-nitroindole-2,3-dione [N+](=O)([O-])C1=CC=C2C(C(NC2=C1)=O)=O